BrC1=C(C=C(OCCC[C@@H]2C[C@H](N(CC2)C(=O)OC(C)(C)C)C)C=C1)C tert-butyl (2R,4S)-4-[3-(4-bromo-3-methyl-phenoxy)propyl]-2-methyl-piperidine-1-carboxylate